tert-butyl (4-(6-(methylthio)-1,2,4,5-tetrazin-3-yl)phenyl)carbamate CSC1=NN=C(N=N1)C1=CC=C(C=C1)NC(OC(C)(C)C)=O